C(C)[C@H]1OC2=CC=3C=CC=NC3C=C2CN(C1)CC=1C=C(C=CC1C)C(C(C(=O)O)(C)C)C1=C(C2=C(N(N=N2)CC)C=C1)C 3-(3-(((R)-2-ethyl-2,3-dihydro-[1,4]oxazepino[7,6-g]quinolin-4(5H)-yl)methyl)-4-methylphenyl)-3-(1-ethyl-4-methyl-1H-benzo[d][1,2,3]triazol-5-yl)-2,2-dimethylpropionic acid